[1-(5-fluoro-2-hydroxy-phenyl)-ethylamino]-pyrazolo[1,5-a]Pyrimidine-3-carboxylic acid FC=1C=CC(=C(C1)C(C)NC1=NN2C(N=CC=C2)=C1C(=O)O)O